C(C)(C)(C)P(CCNCCP(C(C)(C)C)C(C)(C)C)C(C)(C)C bis(2-di-tert-butylphosphinoethyl)amine